6-(1-{[(1R)-2,2-difluorocyclopropyl]methyl}-1H-pyrazol-4-yl)-1,2-dimethyl-7-(trifluoromethyl)-1H,5H-imidazo[1,2-a]pyrimidin-5-one FC1([C@H](C1)CN1N=CC(=C1)C1=C(N=C2N(C1=O)C=C(N2C)C)C(F)(F)F)F